2-(homopiperidin-1-yl)ethylamine N1(CCCCCC1)CCN